N-[1-((6-chloropyridin-3-yl)methyl)pyridin-2(1H)-ylidene]-2,2,2-trifluoroethylsulfamide ClC1=CC=C(C=N1)CN1C(C=CC=C1)=NS(=O)(=O)NCC(F)(F)F